7-methyl-spiro[2H-benzofuran-3,1'-cyclopropan]-4-ol CC=1C=CC(=C2C1OCC21CC1)O